FC(CSC)(C(F)(F)F)F methyl (2,2,3,3,3-pentafluoro-n-propyl) sulfide